C(#N)[C@H]1[C@@H](CCCC1)NC1=NC(=NC=C1C)NC=1C=CC(=C(C(=O)OC)C1)B1OCC(CO1)(C)C methyl 5-[[4-[((trans)-2-cyanocyclohexyl)amino]-5-methyl-pyrimidin-2-yl]amino]-2-(5,5-dimethyl-1,3,2-dioxaborinan-2-yl)benzoate